N,N-dimethylthiourea CN(C(=S)N)C